N-(6-amino-5-cyclopropyl-3-pyridyl)-2-[(2R,5S)-5-methyl-2-[2-(1-methyl-4-piperidyl)-1,3-Benzothiazol-5-Yl]-1-piperidyl]-2-oxo-acetamide NC1=C(C=C(C=N1)NC(C(=O)N1[C@H](CC[C@@H](C1)C)C=1C=CC2=C(N=C(S2)C2CCN(CC2)C)C1)=O)C1CC1